BrC=1C=NC(NC1)=O 5-bromo-1H-pyrimidin-2-one